N1C=NC2=CN=CC=C12 3,5-diazaindole